dimethyl 2-(2-(2-fluoro-6-methylphenyl) hydrazino)-3-oxoglutarate FC1=C(C(=CC=C1)C)NNC(C(=O)OC)C(CC(=O)OC)=O